(S)-1-(sec-butyl)-6-chloro-N-(1-(3,4,5-trimethoxyphenyl)-1H-imidazol-4-yl)-1H-pyrazolo[3,4-d]Pyrimidine-4-amine [C@H](C)(CC)N1N=CC=2C1=NC(=NC2NC=2N=CN(C2)C2=CC(=C(C(=C2)OC)OC)OC)Cl